C(=O)O.C(C)(C)C1=CN=C2N1C=C(N=C2NCC2=C(C=CC=C2)OC)SC2CCNCC2 3-ISOPROPYL-N-(2-METHOXYBENZYL)-6-(PIPERIDIN-4-YLTHIO)IMIDAZO[1,2-A]PYRAZIN-8-AMINE FORMATE